N-(5-((4-(1-cyclopropyl-1H-indol-3-yl)pyrimidin-2-yl)amino)-4-methoxy-2-(methyl-(2-(methylamino)ethyl)amino)phenyl)acryloylamide C1(CC1)N1C=C(C2=CC=CC=C12)C1=NC(=NC=C1)NC=1C(=CC(=C(C1)C=CC(=O)[NH-])N(CCNC)C)OC